C(C)(C)NC1=NC=C(C=N1)C=O 2-(ISOPROPYLAMINO)PYRIMIDINE-5-CARBALDEHYDE